C(#N)C1=CC=C(C=C1)C1=CC=C(C=C1)CCCCCCCCCCCC 4-cyano-4'-dodecylbiphenyl